C(N)(=O)C1=NC=C2N1C=CC(=C2)C2=NC(=CC=C2C(=O)O)C(F)(F)F (3-carbamoyl-imidazo[1,5-a]pyridin-7-yl)-6-(trifluoromethyl)pyridine-3-carboxylic acid